CC(=CCCC1=CCC(CC1)C1=C(C=CC(=C1)C)S(=O)(=O)OC)C methyl (4-(4-methyl-3-pentenyl)-3-cyclohexenyl)-4-methylbenzenesulfonate